ClC=1C(=C2C(=CNC2=CC1)CC(=O)NCC)OC 2-(5-chloro-4-methoxy-1H-indol-3-yl)-N-ethylacetamide